Cl[Al] chloro-aluminum